IC1=CC=C(OC2=CC=C(C=C)C=C2)C=C1 4-(4-iodo-phenoxy)-styrene